2-ethoxyethylbenzoate C(C)OCCOC(C1=CC=CC=C1)=O